COC12CC(C1)C2 3-methoxybicyclo[1.1.1]pentan